N-(pyrimidin-2-yl)-[2,2'-bipyridin]-6-amine N1=C(N=CC=C1)NC1=CC=CC(=N1)C1=NC=CC=C1